2-(6-(((1R,4R,5R,6R)-6-fluoro-1,2-dimethyl-2-azabicyclo[2.2.2]octan-5-yl)oxy)pyridazin-3-yl)-5-(1H-imidazol-1-yl)phenol F[C@H]1[C@@H]([C@H]2CN([C@@]1(CC2)C)C)OC2=CC=C(N=N2)C2=C(C=C(C=C2)N2C=NC=C2)O